OC1(CC1)C1CCC(CC1)NC1=CC(N(C2=C1N=C(N=C2)N2C=NC=C2)C)=O 8-(((1R,4R)-4-(1-Hydroxycyclopropyl)cyclohexyl)amino)-2-(1H-imidazol-1-yl)-5-methylpyrido[3,2-d]pyrimidin-6(5H)-on